5'-chloro-2'-({[(3S,4R)-3-methoxyoxan-4-yl]amino}methyl)-7',8'-dihydro-6'H-spiro[cyclohexane-1,9'-furo[2,3-f]quinazoline]-7'-one ClC=1C=C2C(=C3C4(NC(NC13)=O)CCCCC4)OC(=C2)CN[C@H]2[C@@H](COCC2)OC